5-chloro-8-((3-fluoro-5-methylphenyl)sulfonyl)-3-hydroxyquinazoline-2,4(1H,3H)-dione ClC1=C2C(N(C(NC2=C(C=C1)S(=O)(=O)C1=CC(=CC(=C1)C)F)=O)O)=O